C(C1=CC=CC=C1)N1N=CC=2C1=NC(=CC2Br)C 1-benzyl-4-bromo-6-methyl-1H-pyrazolo[3,4-b]Pyridine